CNC(=O)C1=CC(=CC=2[C@H](COC21)C2=CC=CC=C2)C(=O)NCC[C@@H]2CN(CCO2)C(=O)OC(C)(C)C |&1:9| (+/-)-(2R)-tert-butyl 2-(2-(7-(methylcarbamoyl)-3-phenyl-2,3-dihydrobenzofuran-5-carboxamido)ethyl)morpholine-4-carboxylate